NC=1NC(=CN1)C=O 2-AMINO-1H-IMIDAZOLE-5-CARBALDEHYDE